N1=C(N=CC=C1)CNC(=O)C=1C=CC=C2C=CN=CC12 N-(pyrimidin-2-yl-methyl)isoquinoline-8-carboxamide